CN(C(=O)[C@@H]1CN(CC[C@H]1NC(=O)C1=NOC(=C1)C1=C(C=C(C=C1)F)F)C1C(CCC1)C)C (3R,4R)-4-{[5-(2,4-difluoro-phenyl)-isoxazole-3-carbonyl]-amino}-1-(2-methyl-cyclopentyl)-piperidine-3-carboxylic acid dimethylamide